C[C@@H]1CC[C@H](N(C1)C(=O)OC(C)(C)C)C1=NC=C(C=C1)[N+](=O)[O-] tert-butyl (2S,5R)-5-methyl-2-(5-nitro-2-pyridyl)piperidine-1-carboxylate